Methyl 2-((6-((4-chloro-2-fluorophenyl)ethoxy)-3',6'-dihydro-[2,4'-bipyridin]-1'(2'H)-yl)methyl)-1-((S)-oxetan-2-ylmethyl)-1H-benzo[d]imidazole-6-carboxylate ClC1=CC(=C(C=C1)CCOC1=CC=CC(=N1)C=1CCN(CC1)CC1=NC2=C(N1C[C@H]1OCC1)C=C(C=C2)C(=O)OC)F